C1(=CC=CC2=CC=CC=C12)CC1=CC(N2C(CSC2=C1C1=CC(=CC=C1)C(F)(F)F)C(=O)O)=O 6-[(naphthyl)methyl]-4-oxo-7-[m-(trifluoromethyl)phenyl]-1-thia-3a-aza-3-indanecarboxylic acid